CC(CC1=CC=CC=C1)(CC(C)C)NC(=O)C=1C=C2C(=NC1)NC(O2)=O N-(2,4-dimethyl-1-phenylpentan-2-yl)-2-oxo-2,3-dihydrooxazolo[4,5-b]pyridine-6-carboxamide